Methanesulfonic acid (1r,4r)-4-cyclopropylcyclohexyl ester C1(CC1)C1CCC(CC1)OS(=O)(=O)C